2-((2-fluoro-4-methyl-5-nitrobenzyl)oxy)tetrahydro-2H-pyran FC1=C(COC2OCCCC2)C=C(C(=C1)C)[N+](=O)[O-]